ClC=1C=CC(=NC1Cl)O 5,6-dichloro-2-pyridinol